CN(C1=CC=C(C=C1)/C=C/CNCCC1=CC=C(C=C1)O)C (E)-4-[2-({3-[4-(dimethylamino)phenyl]allyl}amino)ethyl]phenol